7-methyl-3-(3-(trifluoromethyl)phenyl)-1H-indole-2-carboxylic acid CC=1C=CC=C2C(=C(NC12)C(=O)O)C1=CC(=CC=C1)C(F)(F)F